C=C1OC2CCCCC2O1 8-Methylen-7,9-dioxabicyclo[4.3.0]nonan